3-(1-(cyclopentyl(pyridin-2-yl)methyl)-5-(3,5-dimethylisoxazol-4-yl)-1H-pyrrolo[2,3-b]pyridin-3-yl)benzoic acid C1(CCCC1)C(N1C=C(C=2C1=NC=C(C2)C=2C(=NOC2C)C)C=2C=C(C(=O)O)C=CC2)C2=NC=CC=C2